(1S,3aR,4S,7R,7aS)-2-((S)-2-amino-2-(1-vinylcyclobutyl)acetyl)-2,3,3a,4,7,7a-hexahydro-1H-4,7-methanoisoindole-1-carboxylic acid N[C@H](C(=O)N1[C@@H]([C@H]2[C@H]3C=C[C@@H]([C@H]2C1)C3)C(=O)O)C3(CCC3)C=C